NC1=NC(=CC=2C1=NN(N2)CC2=NC=CC=C2F)C2=C(C#N)C=CC=C2 (4-amino-2-((3-fluoropyridin-2-yl)methyl)-2H-[1,2,3]triazolo[4,5-c]pyridin-6-yl)benzonitrile